(4-((6-(difluoromethoxy)pyridin-2-yl)ethynyl)pyridin-2-yl)methanamine FC(OC1=CC=CC(=N1)C#CC1=CC(=NC=C1)CN)F